3',4'-Dihydro-[2,6'-biquinoline]-2'(1'H)-one N1=C(C=CC2=CC=CC=C12)C=1C=C2CCC(NC2=CC1)=O